7-Amino-2-chloro-6-(3-methoxy-2,6-dimethylphenyl)-5-oxo-5,6-dihydro-1,6-naphthyridine-8-carboxylic acid ethyl ester C(C)OC(=O)C1=C(N(C(C=2C=CC(=NC12)Cl)=O)C1=C(C(=CC=C1C)OC)C)N